4-((4-(1H-imidazol-4-yl)-5-(trifluoromethyl)pyrimidin-2-yl)amino)piperidine-1-carboxylic acid tert-butyl ester C(C)(C)(C)OC(=O)N1CCC(CC1)NC1=NC=C(C(=N1)C=1N=CNC1)C(F)(F)F